(4,7-dihydroxy-1-naphthyl)tetrahydrothiophene trifluoromethanesulfonate FC(S(=O)(=O)O)(F)F.OC1=CC=C(C2=CC(=CC=C12)O)C1SCCC1